1,7-dibenzyl-N-isobutyl-1,2,3,6,7,7a-hexahydro-3aH-3,6-methanopyrrolo[3,2-b]pyridine-3a-carboxamide C(C1=CC=CC=C1)N1CC2C3(N=CC(C(C31)CC3=CC=CC=C3)C2)C(=O)NCC(C)C